ClC=1C=CC2=C(C(CC(O2)C(=O)N[C@H]2CO[C@@H](CC2)C(NCC=2N=C3N(C=CC(=C3)Cl)C2)=O)O)C1 |r| 6-chloro-N-[rac-(3R,6S)-6-{[(7-chloroimidazo[1,2-a]pyridin-2-yl)methyl]carbamoyl}oxan-3-yl]-4-hydroxy-3,4-dihydro-2H-1-benzopyran-2-carboxamide